ClC1=C(C=C(N=N1)NC(C(C)(C)C)=O)C(CO)N1C(N[C@@H](C1)C(F)(F)F)=O N-(6-chloro-5-{2-hydroxy-1-[(4S)-2-oxo-4-(trifluoromethyl)tetrahydro-1H-imidazol-1-yl]ethyl}-1,2-diazin-3-yl)-2,2-dimethylpropanamide